1-(3-Bromophenyl)azetidine BrC=1C=C(C=CC1)N1CCC1